tert-butyl (6-chloropyridin-3-yl)carbamate ClC1=CC=C(C=N1)NC(OC(C)(C)C)=O